N-methyl-2-(1-methyl-4-piperidyl)ethanamine CNCCC1CCN(CC1)C